C(C)(C)(C)OC(=O)N[C@@H](CC1=CNC=N1)C(=O)O N-(t-butoxycarbonyl)histidine